tert-butyl (1R,5S)-3-(7-bromo-3-cyano-2-(((2R,7aS)-2-fluorotetrahydro-1H-pyrrolizin-7a(5H)-yl)methoxy)quinolin-4-yl)-3,8-diazabicyclo[3.2.1]octane-8-carboxylate BrC1=CC=C2C(=C(C(=NC2=C1)OC[C@]12CCCN2C[C@@H](C1)F)C#N)N1C[C@H]2CC[C@@H](C1)N2C(=O)OC(C)(C)C